1,20-bis(dimethylsilyl)eicosane C[SiH](CCCCCCCCCCCCCCCCCCCC[SiH](C)C)C